ClC=1C=C(C=CC1C1CC1)C=1C(=C2CCC(C2=CC1)N1CC(C1)(O)C)C 1-[5-(3-chloro-4-cyclopropyl-phenyl)-4-methyl-indan-1-yl]-3-methyl-azetidin-3-ol